[Fe](Cl)Cl.[Zn] zinc-iron chloride